ClC1=C(C(=CC=C1Cl)F)[C@@]1(CN(CC1)C(C=C)=O)NC=1C=CC=2N=CN(C(C2N1)=O)C(C)C 6-{[(3S)-3-(2,3-Dichloro-6-fluorophenyl)-1-(prop-2-enoyl)pyrrolidin-3-yl]amino}-3-isopropylpyrido[3,2-d]pyrimidin-4-one